(1R,4R)-4-(4-(6-Methyl-3-(7-(pyrazin-2-yl)-1,8-naphthyridin-4-yl)imidazo[1,2-b]pyridazin-7-yl)-1H-pyrazol-1-yl)cyclohexan-1-ol CC=1C(=CC=2N(N1)C(=CN2)C2=CC=NC1=NC(=CC=C21)C2=NC=CN=C2)C=2C=NN(C2)C2CCC(CC2)O